C1(=CC=CC=C1)S(=O)(=O)ON=C1C(=CC(C(C1C(C)(C)C)=O)=O)C(C)(C)C [(2,6-ditert-butyl-4,5-dioxocyclohex-2-en-1-ylidene)amino] benzenesulfonate